CN1CC2=C(C=C(C=C2CC1)C(=O)OC)C1=CC=C(C=C1)C(F)(F)F methyl 2-methyl-8-(4-(trifluoromethyl)phenyl)-1,2,3,4-tetrahydroisoquinoline-6-carboxylate